iron decasulfide [Fe](=S)(=S)(=S)(=S)(=S)(=S)(=S)(=S)(=S)=S